(S)-3-(4-(7'-fluoro-2'-oxospiro[cyclopropane-1,3'-indoline]-1'-yl)phenyl)-2-(tritylamino)propionic acid methyl ester COC([C@H](CC1=CC=C(C=C1)N1C(C2(C3=CC=CC(=C13)F)CC2)=O)NC(C2=CC=CC=C2)(C2=CC=CC=C2)C2=CC=CC=C2)=O